methyl 3-(3-(1-cyclopropylethyl)-2-hydroxyphenyl)butyrate C1(CC1)C(C)C=1C(=C(C=CC1)C(CC(=O)OC)C)O